2,2-bis-(3-methyl-4-hydroxyphenyl)propane CC=1C=C(C=CC1O)C(C)(C)C1=CC(=C(C=C1)O)C